FC1=CC(=CC2=C1[C@H](N(C(O2)=O)CC2=C(C(=CC=C2)NS(NC)(=O)=O)F)C)OC=2OC=CN2 (R)-5-fluoro-3-({2-fluoro-3-[(methylsulfamoyl)amino]phenyl}methyl)-4-methyl-7-(1,3-oxazol-2-yloxy)-3,4-dihydro-2H-1,3-benzoxazin-2-one